N-(4-(4-amino-7-cyano-1-methyl-3-(4-(pyrrolidin-1-yl)phenyl)-1H-pyrrolo[3,2-c]pyridin-2-yl)phenyl)acrylamide NC1=NC=C(C2=C1C(=C(N2C)C2=CC=C(C=C2)NC(C=C)=O)C2=CC=C(C=C2)N2CCCC2)C#N